C(C)O\N=C(\C1=NC(=C(C=C1)S(=O)(=O)C)C1=NN(C=C1C)C1=CC=CC=C1)/N (Z)-N'-ethoxy-6-(4-methyl-1-phenyl-1H-pyrazole-3-yl)-5-(methylsulfonyl)picolinimidamide